2,3-dimethyl-1,4-butylene diisocyanate CC(CN=C=O)C(CN=C=O)C